OC(=O)C(F)(F)F.FC=1C(=C2C(=C(NC2=C(C1)C(=O)N)C1=CC=C(C=C1)F)C)C1=C2CCNCC2=CC=C1 (RS)-5-Fluoro-2-(4-fluorophenyl)-3-methyl-4-(1,2,3,4-tetrahydroisoquinolin-5-yl)-1H-indole-7-carboxamide TFA Salt